(8-((5-amino-7-(butylamino)-1H-pyrazolo[4,3-d]pyrimidin-1-yl)methyl)quinolin-5-yl)methanol NC=1N=C(C2=C(N1)C=NN2CC=2C=CC(=C1C=CC=NC21)CO)NCCCC